5-hydroxy-N-(4-(2-propylhydrazine-1-carbonyl)benzyl)benzofuran-2-carboxamide methyl-6-bromo-7-iodoisoquinoline-3-carboxylate COC(=O)C=1N=CC2=CC(=C(C=C2C1)Br)I.OC=1C=CC2=C(C=C(O2)C(=O)NCC2=CC=C(C=C2)C(=O)NNCCC)C1